N1=CC(=CC=C1)C1N(CCC1)CC1=CC=C(C=C1)NC(OCC1=CC=NC=C1)=O pyridin-4-ylmethyl (4-((2-(pyridin-3-yl)pyrrolidin-1-yl)methyl)phenyl)carbamate